ClC1=C(C=CC2=C1C(=NCC=1N2C=CC(N1)=O)C1=C(C=CC(=C1)O)F)Cl 8,9-Dichloro-7-(2-fluoro-5-hydroxy-phenyl)-5H-pyrimido[1,2-a][1,4]benzodiazepine-3-One